(4-(aminomethyl)phenyl)-5-methyl-1H-pyrazole-3-carboxylic acid ethyl ester C(C)OC(=O)C1=NN(C(=C1)C)C1=CC=C(C=C1)CN